2-(4,6-diphenyl-1,3,5-triazine-2-yl)-phenol C1(=CC=CC=C1)C1=NC(=NC(=N1)C1=CC=CC=C1)C1=C(C=CC=C1)O